(E)-2-(5-fluoro-2-methyl-1,1-dioxidobenzo[d]isothiazol-3(2H)-ylidene)-2-phenylacetate FC=1C=CC2=C(/C(/N(S2(=O)=O)C)=C(\C(=O)[O-])/C2=CC=CC=C2)C1